C(CCCCCCCCCCC)N(CC(=O)N1CCN(CC1)C(CN(CCCCCCCCCCCC)CCN(CCCCCCCCC)CCCCCCCCC)=O)CCCCCCCCCCCC 2-(didodecylamino)-1-(4-(N-(2-(dinonylamino)ethyl)-N-dodecylglycyl)piperazin-1-yl)ethan-1-one